5-(4-fluorophenoxy)-4-nitrothiophene-2-carboxylic acid ethyl ester C(C)OC(=O)C=1SC(=C(C1)[N+](=O)[O-])OC1=CC=C(C=C1)F